5-(bis(4-methoxybenzyl)amino)-N-isobutyl-N-((5-(trifluoromethyl)pyridin-2-yl)methyl)imidazo[1,5-c]quinazoline-9-carboxamide COC1=CC=C(CN(C2=NC=3C=CC(=CC3C=3N2C=NC3)C(=O)N(CC3=NC=C(C=C3)C(F)(F)F)CC(C)C)CC3=CC=C(C=C3)OC)C=C1